C1(CC1)C1=CC=C(C=C1)C[C@@H](C=O)C (S)-3-(4-cyclopropylphenyl)-2-methylpropionaldehyde